N1-(4-methoxy-5-(pyrazolo[1,5-a]pyridin-5-yl)pyrrolo[2,1-f][1,2,4]triazin-2-yl)cyclohexane-1,4-diamine COC1=NC(=NN2C1=C(C=C2)C2=CC=1N(C=C2)N=CC1)NC1CCC(CC1)N